Cl.C(C1=CC=CC=C1)NC(=N)NC(=N)N benzyl-Biguanide Hydrochloride